[(2R,3R,4S,5R)-5-(2-amino-6-oxo-1H-purin-9-yl)-4-fluoro-2-(fluoromethyl)-3-(4-methylbenzoyloxy) oxolan-2-yl]methyl 4-methylbenzoate CC1=CC=C(C(=O)OC[C@]2(O[C@H]([C@H]([C@@H]2OC(C2=CC=C(C=C2)C)=O)F)N2C=3N=C(NC(C3N=C2)=O)N)CF)C=C1